6-azaspiro[5.6]dodecan-6-ium hydroxide [OH-].C1CCCC[N+]12CCCCCC2